2-(4-chlorobenzyl)morpholin-3-one ClC1=CC=C(CC2C(NCCO2)=O)C=C1